C1(=CC=CC=C1)C(CC(=O)O)C1(CC1)C(F)(F)F 3-phenyl-3-[1-(trifluoromethyl)cyclopropyl]propanoic acid